tert-butyl 2-(4-(6-chloro-7-((3-(4-fluoropiperidin-1-yl)propyl)carbamoyl)benzo[d]imidazo[2,1-b]thiazol-2-yl)-3-fluorophenyl)pyrrolidine-1-carboxylate ClC=1C(=CC2=C(N3C(S2)=NC(=C3)C3=C(C=C(C=C3)C3N(CCC3)C(=O)OC(C)(C)C)F)C1)C(NCCCN1CCC(CC1)F)=O